C[C@@H]1O[C@@H](CN([C@@H]1CNC1=NC=C(C=C1)C(F)(F)F)C(=O)C1=NC(=CC(=C1C1=NC=CC=N1)C)C)C ((2S,3R,6R)-2,6-Dimethyl-3-(((5-(trifluoromethyl)pyridin-2-yl)amino)methyl)morpholino)(4,6-dimethyl-3-(pyrimidin-2-yl)pyridin-2-yl)methanone